C(C)ON=C(N)C1=NC(=C(C(=C1)C)SC)C1=NC2=C(N1C)C=CC(=C2)C(F)(F)F N'-ethoxy-4-methyl-5-methylthio-6-[1-methyl-5-(trifluoromethyl)benzimidazol-2-yl]pyridin-2-carboxamidine